4-oxo-1,7-heptanedioic acid O=C(CCC(=O)O)CCC(=O)O